[N+](=O)([O-])C1=CC(=C(C=C1)O)S(F)(F)(F)(F)F 4-nitro-2-(pentafluoro-λ6-mercapto)phenol